2-(2-Cyclopropylthiazol-5-yl)-4-ethoxyquinolin-6-amine C1(CC1)C=1SC(=CN1)C1=NC2=CC=C(C=C2C(=C1)OCC)N